(S)-1-(7,7-difluoro-2-(2-methylazetidin-1-yl)-6,7-dihydro-5H-cyclopenta[d]pyrimidin-4-yl)azetidin-3-ol FC1(CCC2=C1N=C(N=C2N2CC(C2)O)N2[C@H](CC2)C)F